F[C@H]1[C@@H](CN(CC1)C1=NC2=C(N1CC1=NC=C(C=C1)F)C=C(C=C2)F)N (3R,4R)-4-fluoro-1-(6-fluoro-1-((5-fluoro-2-pyridinyl)methyl)-1H-benzimidazol-2-yl)-3-piperidinamine